CON1CC=CC2=CC=CC=C12 methoxy-1H-quinolin